9-oxo-heptadecane O=C(CCCCCCCC)CCCCCCCC